2-((5-((R)-1,2-Dithiolan-3-yl)pentanoyl)oxy)-3-hydroxypropyl (2E,4E,6E,8E)-3,7-dimethyl-9-(2,6,6-trimethylcyclohex-1-en-1-yl)nona-2,4,6,8-tetraenoate C\C(=C/C(=O)OCC(CO)OC(CCCC[C@H]1SSCC1)=O)\C=C\C=C(\C=C\C1=C(CCCC1(C)C)C)/C